di-n-butyl 2,3-dibromomaleate Br/C(/C(=O)OCCCC)=C(/C(=O)OCCCC)\Br